F[C@@H]1[C@H](C[C@@H](CC1)O)N1C(C(=CC2=C1N=C(N=C2)NC2(CCN(CC2)S(=O)(=O)C)[2H])C([2H])([2H])[2H])=O (-)-8-((1S,2S,5R)-2-fluoro-5-hydroxycyclohexyl)-6-(methyl-d3)-2-((1-(methylsulfonyl)piperidin-4-yl-4-d)-amino)pyrido[2,3-d]pyrimidin-7(8H)-one